4-(4-acetylphenoxy)butyric acid C(C)(=O)C1=CC=C(OCCCC(=O)O)C=C1